C(C)(C)(C)OC(N[C@@H](CNC1(CC2=CC=C(C=C2C1)[N+](=O)[O-])C(NC)=O)C(C)C)=O ((2R)-3-methyl-1-((2-(methylcarbamoyl)-5-nitro-2,3-dihydro-1H-inden-2-yl)Amino)butan-2-yl)carbamic acid tert-butyl ester